3-(tert-butyl) 2-methyl (1R,5S)-2-(3-chloropropyl)-3-azabicyclo[3.1.0]hexane-2,3-dicarboxylate ClCCCC1([C@@H]2C[C@@H]2CN1C(=O)OC(C)(C)C)C(=O)OC